2-[4-[4-[3-[6-[8-(1,3-benzothiazol-2-ylcarbamoyl)-3,4-dihydro-1H-isoquinolin-2-yl]-2-tert-butoxycarbonyl-3-pyridyl]-2-methyl-phenyl]butyl]-1-piperidyl]acetic acid S1C(=NC2=C1C=CC=C2)NC(=O)C=2C=CC=C1CCN(CC21)C2=CC=C(C(=N2)C(=O)OC(C)(C)C)C=2C(=C(C=CC2)CCCCC2CCN(CC2)CC(=O)O)C